C1(CC1)N(C(OC(C)(C)C)=O)[C@@H]1CN(CCC1)C1=C2C(=NC=C1)N(C=C2C2=CN=NC=C2)COCC[Si](C)(C)C tert-butyl N-cyclopropyl-N-[(3S)-1-[3-pyridazin-4-yl-1-(2-trimethylsilylethoxymethyl) pyrrolo[2,3-b]pyridin-4-yl]-3-piperidyl]carbamate